FC=1C=CC(=NC1)C1(CCOC2(CCCC2)C1)CC#N [9-(5-fluoro-pyridin-2-yl)-6-oxaspiro[4.5]dec-9-yl]acetonitrile